N1=CC(=CC=C1)[C@H](C)N[C@H](C(=O)O)CCCCCCCC1=NC=2NCCCC2C=C1 (S)-2-(((S)-1-(pyridin-3-yl)ethyl)amino)-9-(5,6,7,8-tetrahydro-1,8-naphthyridin-2-yl)nonanoic acid